4-(1,4-dimethyl-6-(4-(4-(oxetan-3-yl)piperazin-1-yl)phenyl)-1H-pyrrolo[3,2-c]pyridin-2-yl)-N,N-dimethylbenzenesulfonamide CN1C(=CC=2C(=NC(=CC21)C2=CC=C(C=C2)N2CCN(CC2)C2COC2)C)C2=CC=C(C=C2)S(=O)(=O)N(C)C